tert-butyl(6-((4-(4-isopropoxypyridin-2-yl)thiazol-2-yl)amino)-5-(trifluoromethyl)pyridin-3-yl)(methyl)carbamate C(C)(C)(C)OC(N(C)C=1C=NC(=C(C1)C(F)(F)F)NC=1SC=C(N1)C1=NC=CC(=C1)OC(C)C)=O